2-((S)-1-Acryloyl-4-(7-(8-chloronaphthalen-1-yl)-2-(((S)-1-methylpyrrolidin-2-yl)methoxy)pyrido[3,2-d]pyrimidin-4-yl)piperazin-2-yl)acetonitrile hydrochloride Cl.C(C=C)(=O)N1[C@H](CN(CC1)C=1C2=C(N=C(N1)OC[C@H]1N(CCC1)C)C=C(C=N2)C2=CC=CC1=CC=CC(=C21)Cl)CC#N